ClC1=CC(=CC(=C1N)[N+](=O)[O-])[N+](=O)[O-] 6-chloro-2,4-dinitroaniline